C(C)S(=O)(=O)C1=CC=C(C=C1)CC(=O)N 2-(4-(ethyl-sulfonyl)phenyl)acetamide